NC1=NN2C(C=C(C=C2)C2=CC=NC(=C2)C)=C1 4-(2-aminopyrazolo[1,5-a]pyridin-5-yl)-6-methylpyridin